5-(4,4,5,5-tetramethyl-1,3,2-dioxaborolan-2-yl)-2-(2,2,6,6-tetramethyl-3,6-dihydro-2H-pyran-4-yl)pyrimidine CC1(OB(OC1(C)C)C=1C=NC(=NC1)C=1CC(OC(C1)(C)C)(C)C)C